ClC=1C=C(C(=C(C1)OCOC)I)C 5-Chloro-2-iodo-1-(methoxymethoxy)-3-methylbenzene